tert-butyl 5-(2,2-difluoroethoxy)-4-formyl-7-methyl-1H-indole-1-carboxylate FC(COC=1C(=C2C=CN(C2=C(C1)C)C(=O)OC(C)(C)C)C=O)F